O1C=CC2=C1C=CC(=C2)C=2C(=NC(=CN2)CCCC(F)(F)F)N2CCC(CC2)(C(=O)O)O 1-(3-(benzofuran-5-yl)-6-(4,4,4-trifluorobutyl)pyrazin-2-yl)-4-hydroxypiperidine-4-carboxylic acid